4,5-difluoro-3-methoxy-8H-dibenzo[3,4:6,7]cyclohepta[1,2-b]thiophen-8-one FC1=C(C=CC2=C1C1=C(SC=C1OC)C1=C(C2=O)C=CC=C1)F